(S)-N-(1-phenyl-2-(4-propoxypiperidin-1-yl)ethyl)-4-(trifluoromethoxy)benzenesulfonamide C1(=CC=CC=C1)[C@@H](CN1CCC(CC1)OCCC)NS(=O)(=O)C1=CC=C(C=C1)OC(F)(F)F